N1=C(C=C2OCCCN21)C(=O)N 6,7-dihydro-5H-pyrazolo[5,1-b][1,3]oxazine-2-carboxamide